butyl 3-(butylsulfonyl)-4-fluorobenzoate C(CCC)S(=O)(=O)C=1C=C(C(=O)OCCCC)C=CC1F